7-[4-{2-Chloro-4-[4-(trifluoromethoxy)phenoxy]phenyl}-5-(2,2-difluoropropyl)-6-oxo-1,4,5,6-tetrahydropyrrolo[3,4-c]pyrazol-3-yl]-1,3-benzoxazol-2(3H)-one ClC1=C(C=CC(=C1)OC1=CC=C(C=C1)OC(F)(F)F)C1N(C(C=2NN=C(C21)C2=CC=CC=1NC(OC12)=O)=O)CC(C)(F)F